N[C@@H]1C[C@H](N(C1)C(=O)C=1N=C2N(C=C(C=C2)Cl)C1)C=1SC=C(N1)C(=O)N[C@H](C(=O)NC)CCCCN 2-((2S,4R)-4-Amino-1-(6-chloroimidazo[1,2-a]pyridine-2-carbonyl)pyrrolidin-2-yl)-N-((S)-6-amino-1-(methylamino)-1-oxohexan-2-yl)thiazole-4-carboxamide